O-tert-Butyl-L-threonine methyl ester hydrochloride Cl.COC([C@@H](N)[C@H](OC(C)(C)C)C)=O